ClC=1C=C2C(=C(C=NC2=C(C1)C(F)(F)F)S(=O)(=O)Cl)O 6-Chloro-4-hydroxy-8-(trifluoromethyl)quinoline-3-sulfonyl chloride